benzyl (3R,6S)-3,6-diisobutyl-8-(3-(methylamino)propyl)-4-oxohexahydropyrazino[2,1-c][1,2,4]oxadiazine-1(6H)-carboxylate C(C(C)C)[C@@H]1C(N2C(N(O1)C(=O)OCC1=CC=CC=C1)CN(C[C@@H]2CC(C)C)CCCNC)=O